BrC=1C=C(C=NC(C(=O)O)CC2=CC=C(C=C2)O)C=CC1 2-(3-bromobenzylideneamino)-3-(4-hydroxyphenyl)propanoic acid